COC([C@@H](NC(=O)OC(C)(C)C)[C@H](O)C)=O Boc-L-threonine methyl ester